(1R,5R)-3-(5-((2,6-dichlorophenyl)ethynyl)-2,3-dihydro-1H-inden-1-yl)-3-aza-bicyclo[3.1.0]hexane-1-carboxylic acid ClC1=C(C(=CC=C1)Cl)C#CC=1C=C2CCC(C2=CC1)N1C[C@]2(C[C@H]2C1)C(=O)O